(R)-8-methoxy-N-(1-(6-methylpyridazin-3-yl)ethyl)-6-(5-methylpyrimidin-2-yl)cinnolin-4-amine COC=1C=C(C=C2C(=CN=NC12)N[C@H](C)C=1N=NC(=CC1)C)C1=NC=C(C=N1)C